C=1[Se]C=C2C1C=CC=C2 benzo[c]selenophene